C(CCCCCCC)(=O)OO peroxyoctanoic acid